5-[(4S)-2,2-Dimethyloxacyclohexan-4-yl]-N-methyl-N-phenyl-1H-indole-2-carboxamide CC1(OCC[C@@H](C1)C=1C=C2C=C(NC2=CC1)C(=O)N(C1=CC=CC=C1)C)C